[Zn].C1(CC1)C(=O)NC1=CC(=C(N=N1)C(=O)O)NC1=C(C(=CC=C1)C1=NN(C=N1)C([2H])([2H])[2H])OC 6-(Cyclopropanecarboxamido)-4-((2-methoxy-3-(1-(methyl-d3)-1H-1,2,4-triazol-3-yl)phenyl)amino)pyridazine-3-carboxylic acid zinc